ClC1=CC=C(C(=N1)C(C(=O)O)(C)C)F 2-(6-chloro-3-fluoropyridin-2-yl)-2-methylpropanoic acid